ClC1=C(C(=CC=C1Cl)O)[C@H]1C[C@@H]2N(C(CN(C2)CCO)=O)C1 (7R,8aS)-7-(2,3-dichloro-6-hydroxyphenyl)-2-(2-hydroxyethyl)-hexahydropyrrolo[1,2-a]pyrazin-4-one